F[C@@H]1CN(CC[C@@H]1NC1=NC=C(C(=N1)[Sn](C)(C)C)C(F)(F)F)C(=O)OC(C)(C)C Tert-butyl (3R,4S)-3-fluoro-4-((5-(trifluoromethyl)-4-(trimethylstannyl)pyrimidin-2-yl)amino)piperidine-1-carboxylate